C(C)(C)(C)OC(=O)N1C[C@H]([C@@H](C1)C1=CC(NC=C1)=O)C#N (trans)-3-cyano-4-(2-oxo-1,2-dihydropyridin-4-yl)pyrrolidine-1-carboxylic acid tert-butyl ester